1,4-bis[4-(3-acryloyloxypropoxy)-benzoyloxy]-2-methyl-benzene C(C=C)(=O)OCCCOC1=CC=C(C(=O)OC2=C(C=C(C=C2)OC(C2=CC=C(C=C2)OCCCOC(C=C)=O)=O)C)C=C1